ClC1=C2C(=NN(C2=CC=C1)S(=O)(=O)C1=CC=C(C=C1)C)N1[C@H](CC(C1)(F)F)C=O (2R)-1-[4-chloro-1-(p-tolylsulfonyl)indazol-3-yl]-4,4-difluoro-pyrrolidine-2-carbaldehyde